butylsulfurocyanidate C(CCC)OS(=O)(=O)C#N